Tetramethyldisilylene(3-(2-phenylpropyl)-cyclopentadienyl)(2-methyl-4-phenyl-1,5,6,7-tetrahydro-s-indacenyl)zirconium(IV) dichloride [Cl-].[Cl-].C[Zr-6](C1C(=CC2=C(C=3CCCC3C=C12)C1=CC=CC=C1)C)(C1C=C(C=C1)CC(C)C1=CC=CC=C1)(=[SiH2])(=[SiH2])(C)(C)C